C(N)(=O)C=1C(=NC(=NC1)N1CCC(CC1)C(=O)O)NC1=C(C(=CC=C1)C1=NC=C(C=N1)F)OC 1-(5-carbamoyl-4-((3-(5-fluoropyrimidin-2-yl)-2-methoxyphenyl)amino)pyrimidin-2-yl)piperidine-4-carboxylic acid